BrC1=CC=CC(=N1)N(C)C1=NC(=CC=C1)Br 6-bromo-N-(6-bromo-2-pyridyl)-N-methyl-2-pyridylamine